cyanopyruvic acid ethyl ester sodium salt [Na].C(C)OC(C(=O)CC#N)=O